BrC1=C(C2=C(N(C(N(C2=O)C=2N=NC(=CC2)OC)=O)CC2=C(C=CC=C2F)F)S1)CO 6-bromo-1-(2,6-difluorobenzyl)-5-(hydroxymethyl)-3-(6-methoxypyridazin-3-yl)thieno[2,3-d]pyrimidine-2,4(1H,3H)-dione